CCCCC(=O)O (S)-4-methyl-butyric acid